FC1(CCN(CC1)C1=CC=CC(=N1)C=1C=NN(C1)C1=C(C=C(C=C1)[N+](=O)[O-])N1CCC2(CC2)CC1)F 6-[2-[4-[6-(4,4-difluoro-1-piperidyl)-2-pyridyl]pyrazol-1-yl]-5-nitro-phenyl]-6-azaspiro[2.5]octane